2-Chloro-3-(trifluoromethyl)phenyl(4-methyl-1-(1-methyl-1H-pyrazol-3-yl)-6,7-dihydro-1H-[1,2,3]triazolo[4,5-c]pyridin-5(4H)-yl)methanone ClC1=C(C=CC=C1C(F)(F)F)C(=O)N1C(C2=C(CC1)N(N=N2)C2=NN(C=C2)C)C